C(C#C)C(C(=O)N)C (prop-2-yn-1-yl)propanamide